OC[C@H](C1=CC=CC=C1)NC1=NC(=NC=C1C=1OC(=NN1)C(C)(C)O)NC1=CC=C2C(NN(C2=C1)C(C)C)=O (S)-6-((4-((2-hydroxy-1-phenylethyl)amino)-5-(5-(2-hydroxypropan-2-yl)-1,3,4-oxadiazol-2-yl)pyrimidin-2-yl)amino)-1-isopropyl-1,2-dihydro-3H-indazol-3-one